ClC=1C=C2C(=C(C=NC2=CC1)S(=O)(=O)N1CCOCC1)NC1=C(C(=O)O)C=C(C=C1)C(C(F)(F)F)(O)O 2-[(6-chloro-3-morpholinosulfonyl-4-quinolyl)amino]-5-(2,2,2-trifluoro-1,1-dihydroxy-ethyl)benzoic acid